C1(CC1)C1=CC=CC(=C1NC1=CC(=NC=C1C(=O)NOC)NC1=NC=C(C(=C1)C)F)N(S(=O)(=O)C)C 4-((6-cyclopropyl-2-(N-methylmethanesulfonamido)phenyl)amino)-6-((5-fluoro-4-methylpyridin-2-yl)amino)-N-methoxynicotinamide